2-(4-((6,7-dimethoxyquinazolin-4-yl)amino)phenoxy)-1-morpholinoethanone COC=1C=C2C(=NC=NC2=CC1OC)NC1=CC=C(OCC(=O)N2CCOCC2)C=C1